4-bromo-1-(3-methyloxetan-3-yl)-1H-pyrazole BrC=1C=NN(C1)C1(COC1)C